N1(N=CN=C1)CCNC=1C(=CC=C(C1)NC1=CC=CC=C1)C1=CC=C(C=C1)Cl N2-(2-(1H-1,2,4-triazol-1-yl)ethyl)-4'-chloro-N4-phenyl-[1,1'-biphenyl]-2,4-diamine